[Cl-].C(CCCCCCCCCCC)[N+](CC1=CC=CC=C1)(C)C N-dodecyl-N,N-dimethyl-N-benzylammonium chloride